methyl 6-amino-3-bromo-2,4-difluorobenzoate NC1=CC(=C(C(=C1C(=O)OC)F)Br)F